BrC1=CC(=C2C(C(NC2=C1)=O)(C)C)C(F)F 6-bromo-4-(difluoromethyl)-3,3-dimethylindolin-2-one